1-(4-((7-(benzyloxy)-6-methoxyquinazolin-4-yl)oxy)-2-chlorophenyl)-3-(4-(trifluoromethoxy)phenyl)urea C(C1=CC=CC=C1)OC1=C(C=C2C(=NC=NC2=C1)OC1=CC(=C(C=C1)NC(=O)NC1=CC=C(C=C1)OC(F)(F)F)Cl)OC